C=1(C(=CC=C2C=CC=CC12)C(=O)OCCCCCCC)C(=O)OCCCCCCC diheptyl 1,2-naphthalenedicarboxylate